CN(CCN)CCN(C)C N',N'',N''-trimethyl-diethylenetriamine